C1(CC1)OC1=NC=CC=C1C=1C=NN2C1N=C(C=C2)N2C[C@H](NCC2)C(=O)O (S)-4-(3-(2-Cyclopropoxypyridin-3-yl)pyrazolo[1,5-a]pyrimidin-5-yl)piperazine-2-carboxylic acid